methyl 2-(6-(4-(5-(3-chloro-4-fluorophenyl)-7,7-dimethyl-6,7-dihydro-5H-pyrrolo[2,3-b]pyrazine-2-carbonyl)-3,3-dimethylpiperazin-1-yl)pyridin-3-yl)acetate ClC=1C=C(C=CC1F)N1CC(C=2C1=NC=C(N2)C(=O)N2C(CN(CC2)C2=CC=C(C=N2)CC(=O)OC)(C)C)(C)C